C(C)OC(=O)C=1C=NN2C1C=C(C=C2)B2OC(C(O2)(C)C)(C)C 5-(4,4,5,5-tetramethyl-1,3,2-dioxaborolane-2-yl)pyrazolo[1,5-a]pyridine-3-carboxylic acid Ethyl ester